C(C)C(C(=O)Cl)=O ethyl-monooxalyl chloride